ClC1=CC=C(C=N1)C1(CCN(CC1)C(=O)OC(C)(C)C)C#N tert-butyl 4-(6-chloropyridin-3-yl)-4-cyanopiperidine-1-carboxylate